FC(C(C)(C)O)(F)C=1C(=C(C=CC1)[C@@H](C)NC=1C2=C(N=C(N1)C)N=C(C(=C2)O)OC)F (R)-4-((1-(3-(1,1-difluoro-2-hydroxy-2-methylpropyl)-2-fluorophenyl)ethyl)amino)-7-methoxy-2-methylpyrido[2,3-d]pyrimidin-6-ol